C(C)(C)(C)C1=CC=C(C=C1)C1=CC=CC=C1 4-(tert-butyl)-1,1'-biphenyl